FC=1C=CC2=C(CC[C@H](O2)[C@@H]2OC2)C1 |o1:8,10| (2R)-REL-6-fluoro-3,4-dihydro-2-(2S)-2-oxiranyl-2H-1-benzopyran